C(C)OC=1C=C(C=CC1OC)[C@@H](CS(=O)(=O)C)N1CC2=CC=C(C=C2C1=O)N1CCC(CC1)C1CCN(CC1)CC1=CC=C(OC2=CC=C3C(=NN(C3=C2)C)C2C(NC(CC2)=O)=O)C=C1 3-(6-(4-((1'-(2-((S)-1-(3-ethoxy-4-methoxyphenyl)-2-(methyl-sulfonyl)ethyl)-3-oxoisoindolin-5-yl)-[4,4'-bipiperidin]-1-yl)methyl)phenoxy)-1-methyl-1H-indazol-3-yl)piperidine-2,6-dione